benzene-2,3,4,5,6-d C1=C(C(=C(C(=C1[2H])[2H])[2H])[2H])[2H]